ClC1=CC=C2C=CC=C(C2=C1Cl)[Sn](C)(C)C (7,8-dichloronaphthalen-1-yl)trimethylstannane